4-methoxycarbonylbenzoic acid COC(=O)C1=CC=C(C(=O)O)C=C1